FC(C1=CC=C(C=C1)C1=CC(=NC(=N1)C=1C=NN(C1)C)C(=O)N[C@@H](C)C1=CC(=C(C=C1)F)F)(F)F (S)-6-(4-trifluoromethylphenyl)-N-(1-(3,4-difluorophenyl)ethyl)-2-(1-methyl-1H-pyrazol-4-yl)pyrimidine-4-carboxamide